FC1(CNCCC12COC1=C3CN(C(C3=CC=C12)=O)[C@@H]1C(NC(CC1)=O)=O)F (3S)-3-(3',3'-difluoro-6-oxo-6,8-dihydro-2H,7H-spiro[furo[2,3-e]isoindole-3,4'-piperidin]-7-yl)piperidine-2,6-dione